9-[(E)-Hex-1-enyl]xanthene-3,6,9-triol C(=C\CCCC)/C1(C2=CC=C(C=C2OC=2C=C(C=CC12)O)O)O